NC1=C(C=NN1CC1=CC=C(C=C1)C)C(=O)N1C[C@@]2(CCC1)C1=C(NC(O2)=O)C=CC(=C1F)Cl (R)-1'-(5-Amino-1-(4-methylbenzyl)-1H-pyrazole-4-carbonyl)-6-chloro-5-fluorospiro[benzo[d][1,3]oxazine-4,3'-piperidin]-2(1H)-one